3-[8-(4-guanidinobenzoyl)oxy-[1,2,4]triazolo[1,5-a]pyridin-5-yl]propanoic acid N(C(=N)N)C1=CC=C(C(=O)OC=2C=3N(C(=CC2)CCC(=O)O)N=CN3)C=C1